chloro-3-(2-methylpyridin-4-yl)-5-((3aR,5s,6aS)-2-(oxetan-3-yl)octahydrocyclopenta[c]pyrrol-5-yl)-1H-indazole ClN1N=C(C2=CC(=CC=C12)C1C[C@@H]2[C@@H](CN(C2)C2COC2)C1)C1=CC(=NC=C1)C